2,4-bis(alpha,alpha-dimethylbenzyl)-6-(2H-benzotriazol-2-yl)phenol CC(C1=CC=CC=C1)(C)C1=C(C(=CC(=C1)C(C1=CC=CC=C1)(C)C)N1N=C2C(=N1)C=CC=C2)O